3',5'-dimethoxy-N-((1-methyl-3-oxo-2,3,5,6,7,8-hexahydroisoquinolin-4-yl)methyl)-[1,1'-biphenyl]-4-carboxamide COC=1C=C(C=C(C1)OC)C1=CC=C(C=C1)C(=O)NCC=1C(NC(=C2CCCCC12)C)=O